FC1=C(C(=CC2=CC=C(C=C12)OCC1COCCC1)O)N1CC(NS1(=O)=O)=O 5-{1-fluoro-3-hydroxy-7-[(oxan-3-yl)methoxy]naphthalen-2-yl}-1λ6,2,5-thiadiazolidine-1,1,3-trione